COC(CC1C[C@@H]2CC[C@@H](C1)N2C(=O)OC(C)(C)C)=O tert-butyl (1S,5S)-3-(2-methoxy-2-oxoethyl)-8-azabicyclo[3.2.1]octane-8-carboxylate